trans-2,2-dimethyl-3-phenylcyclopropanecarboxylic acid CC1([C@H]([C@@H]1C1=CC=CC=C1)C(=O)O)C